2-(3-methylpyrazin-2-yl)-5-(4-neopentylphenyl)-7-oxo-4,7-dihydropyrazolo[1,5-a]pyrimidine-3-carboxylic acid CC=1C(=NC=CN1)C1=NN2C(NC(=CC2=O)C2=CC=C(C=C2)CC(C)(C)C)=C1C(=O)O